C(CCCCCCC)C1=CC=CC=C1O 6-Octylphenol